2,2-difluoro-7-(2-(isoxazol-3-ylamino)-2-oxoethyl)-7-(2-((2-(methoxycarbonyl)-4-methylthiophen-3-yl)amino)-2-oxoethyl)-7-azaspiro[3.5]nonan-7-ium FC1(CC2(C1)CC[N+](CC2)(CC(=O)NC2=C(SC=C2C)C(=O)OC)CC(=O)NC2=NOC=C2)F